C1CCC2=CC(=CC=C12)C1=C2CN(C(C2=CC=C1)=O)C=1C=CC=C2C(=CNC12)C1=NC(=NC=C1C)NC1=NN(C(=C1)C)C 4-(2,3-dihydro-1H-inden-5-yl)-2-(3-(2-((1,5-dimethyl-1H-pyrazol-3-yl)amino)-5-methylpyrimidin-4-yl)-1H-indol-7-yl)isoindolin-1-one